ClC1=CC=C(C(=N1)N1C[C@H](C([C@H](C1)C)O)C)F (3R,4r,5S)-1-(6-chloro-3-fluoropyridin-2-yl)-3,5-dimethylpiperidin-4-ol